methyl 1-(3-(tert-butoxy)-3-oxopropyl)-1H-pyrrole-3-carboxylate C(C)(C)(C)OC(CCN1C=C(C=C1)C(=O)OC)=O